5-(1-benzyl-1H-pyrazol-4-yl)-1-methyl-4-(thiophen-3-yl)pyridin-2(1H)-one C(C1=CC=CC=C1)N1N=CC(=C1)C=1C(=CC(N(C1)C)=O)C1=CSC=C1